CN(C1CCOCC1)C1CC(NC2=C(S1)C=CN=C2)=O (methyl-(tetrahydro-2H-pyran-4-yl)amino)-4-oxo-2,3,4,5-tetrahydropyrido[4,3-b][1,4]thiazepine